tert-butyl (4-methoxypyridin-3-yl)(3-(4-((1-methylpiperidin-4-yl)amino)-1-(2,2,2-trifluoroethyl)-1H-indol-2-yl)prop-2-yn-1-yl)carbamate COC1=C(C=NC=C1)N(C(OC(C)(C)C)=O)CC#CC=1N(C2=CC=CC(=C2C1)NC1CCN(CC1)C)CC(F)(F)F